(3R,5S)-1-(7,8-dichloro-4-(1H-imidazol-1-yl)quinolin-2-yl)-5-(methoxycarbonyl)pyrrolidin-3-yl morpholine-4-carboxylate N1(CCOCC1)C(=O)O[C@H]1CN([C@@H](C1)C(=O)OC)C1=NC2=C(C(=CC=C2C(=C1)N1C=NC=C1)Cl)Cl